6-(5-nitro-1H-pyrazole-3-yl)-7H-[1,2,4]triazolo[4,3-b][1,2,4]triazole-3,7-diamine [N+](=O)([O-])C1=CC(=NN1)C=1N(C=2N(N1)C(=NN2)N)N